C(C)(C)(C)OC(=O)N1CCC(CC1)C1=CC=CC(=N1)C(=O)OCC ethyl 6-{1-[(tert-butoxy)carbonyl]piperidin-4-yl}pyridine-2-carboxylate